(2S,3S,4R,5R)-5-(6-(3-chlorobenzylamino)-2-(5-chloropyridin-3-yl)-9H-purin-9-yl)-3,4-dihydroxyl-N-(2,2,2-trifluoroethyl)tetrahydrofuran-2-carboxamide ClC=1C=C(CNC2=C3N=CN(C3=NC(=N2)C=2C=NC=C(C2)Cl)[C@H]2[C@@H]([C@@H]([C@H](O2)C(=O)NCC(F)(F)F)O)O)C=CC1